4-methoxy-2-nitro-pyridin-3-ol COC1=C(C(=NC=C1)[N+](=O)[O-])O